C(CCCCCCCCCCCCCC)(=O)OC[C@@H](OC(CCCCCCCCCCCCCC)=O)COP(=O)(O)O 1,2-Dipentadecanoyl-sn-glycero-3-phosphate